1-N'-(4-Fluorophenyl)-1-N-[4-[7-(2-trimethylsilylethynyl)quinolin-4-yl]oxyphenyl]cyclopropane-1,1-dicarboxamide FC1=CC=C(C=C1)NC(=O)C1(CC1)C(=O)NC1=CC=C(C=C1)OC1=CC=NC2=CC(=CC=C12)C#C[Si](C)(C)C